S(=O)(=O)(ON1[C@@H]2CC[C@H](N(C1=O)C2)C(NC(=O)C2CN(C2)C)=N)O (2S,5R)-2-(N-(1-methylazetidine-3-carbonyl) carbamimidoyl)-7-oxo-1,6-diazabicyclo[3.2.1]octan-6-yl hydrogen sulfate